C(CCC)C1=NC=2C(=C3C(=NC2NC(C)(C)C)C=C(S3)C3CCN(CC3)CCOCCOCCOC)N1CC1CCN(CC1)C(=O)OC(C)(C)C tert-butyl 4-({2-butyl-4-(tert-butylamino)-7-[1-(2,5,8-trioxadecan-10-yl)hexahydropyridin-4-yl]thieno[3,2-b]imidazo[4,5-d]pyridin-1-yl}methyl)hexahydropyridine-1-carboxylate